4-Chloro-2-(3-cyanophenyl)quinoline-7-carboxylic acid ClC1=CC(=NC2=CC(=CC=C12)C(=O)O)C1=CC(=CC=C1)C#N